C(CC)C=1SC2=C(C=NC=3C=CC=CC23)N1 2-propylthiazolo[4,5-c]quinoline